pyrazine pyrazolecarbamate N1N=C(C=C1)NC(=O)O.N1=CC=NC=C1